FC1=C(C(=C(C(=C1[B-](C1=C(C(=C(C(=C1F)F)F)F)F)(C1=C(C(=C(C(=C1F)F)F)F)F)C1=C(C(=C(C(=C1F)F)F)F)F)F)F)F)F.C(CCCCCCCCCCCCCCCCCCCCCCCCC)[NH+](C1=CC=CC=C1)CCCCCCCCCCCCCCCCCCCCCCCCCC N,N-bishexacosyl-anilinium tetrakis(pentafluorophenyl)borate